2-(2,5-dihydroxyphenyl)ethanol OC1=C(C=C(C=C1)O)CCO